2-Ethenyl-N-(2-ethenylphenyl)benzenamin C(=C)C1=C(C=CC=C1)NC1=C(C=CC=C1)C=C